2-amino-2,3-dihydro-1H-pyrrole NC1NC=CC1